ethyl 2-bromo-4-methoxybenzoate BrC1=C(C(=O)OCC)C=CC(=C1)OC